C(C)(C)(C)OC(=O)N1OCCC1C1=CC(=CC=C1)C#CC1=CC=CC=C1 3-(3-(phenylethynyl)phenyl)isoxazolidine-2-carboxylic acid tert-butyl ester